C(C)OC(CC1(CC2CC2C1)O)=O 2-(3-Hydroxybicyclo[3.1.0]hex-3-yl)acetic acid ethyl ester